FC=1C(=C(C=CC1F)[C@H]1[C@H](O[C@]([C@H]1C)(C(F)(F)F)C)C(=O)NC1=CC(=NC=C1)C(=O)N)OC 4-((2S,3S,4S,5R)-3-(3,4-difluoro-2-methoxyphenyl)-4,5-dimethyl-5-(trifluoromethyl)tetrahydrofuran-2-carboxamido)picolinamide